4-Amino-N-(2-cyanoethyl)-8-(1,3-dimethylpyrazol-4-yl)-2-oxo-1H-quinoline-3-carboxamide NC1=C(C(NC2=C(C=CC=C12)C=1C(=NN(C1)C)C)=O)C(=O)NCCC#N